Sulfonylaniline S(=O)(=O)=NC1=CC=CC=C1